C(C)(C)(C)NC(=N)N(C1=CC=CC=C1)C1=CC=CC=C1 N-(tert-butyl)-diphenylguanidine